(S)-6-allyl-2-((4-((2-hydroxy-1-phenylethyl)amino)-5-(5-(pyridin-2-yl)-1,3,4-oxadiazol-2-yl)pyridin-2-yl)amino)-7,7-dimethyl-6,7-dihydro-5H-pyrrolo[3,4-d]pyrimidin-5-one C(C=C)N1C(C=2N=C(N=CC2C1=O)NC1=NC=C(C(=C1)N[C@H](CO)C1=CC=CC=C1)C=1OC(=NN1)C1=NC=CC=C1)(C)C